methyl 2-[4-(benzylsulfanyl)-2,6-difluorophenyl]-3-fluoro-4-methylquinoline-7-carboxylate C(C1=CC=CC=C1)SC1=CC(=C(C(=C1)F)C1=NC2=CC(=CC=C2C(=C1F)C)C(=O)OC)F